(1R,4S)-5-bromo-4-methyl-5',6'-dihydro-2'H,4'H-spiro[isochromane-1,3'-pyran] BrC1=C2[C@@H](CO[C@@]3(COCCC3)C2=CC=C1)C